B(O)(O)O.FC(C=1C=C(C=C(C1)C(F)(F)F)[K])(F)F 3,5-bis(trifluoromethyl)phenyl-potassium borate